(1R,2S)-2-[3-({4-[2-(3,5-difluorophenyl)ethoxy]-2,6-dimethylbenzoyl}amino)-4-(trifluoromethyl)phenyl]Cyclopropanecarboxylic acid FC=1C=C(C=C(C1)F)CCOC1=CC(=C(C(=O)NC=2C=C(C=CC2C(F)(F)F)[C@@H]2[C@@H](C2)C(=O)O)C(=C1)C)C